methyl 4-acetamido-1-methyl-1H-pyrazole-5-carboxylate C(C)(=O)NC=1C=NN(C1C(=O)OC)C